ClC1=CC2=C(NC(=N2)N2N=C(C(=C2O)CCC2=CC=C(C=C2)F)C2=CC=C(C=C2)CCCOCCOCC(=O)O)C=C1 2-[2-(3-{4-[1-(5-chloro-1H-1,3-benzodiazol-2-yl)-4-[2-(4-fluorophenyl)ethyl]-5-hydroxy-1H-pyrazol-3-yl]phenyl}propoxy)ethoxy]acetic acid